O1CCC(CC1)N1CC2=NC(=C(C=C2C1=O)CC1=CC=C(C=C1)C=1N=CSC1)C 6-(tetrahydropyran-4-yl)-2-methyl-3-(4-thiazol-4-ylbenzyl)-6,7-dihydropyrrolo[3,4-b]pyridin-5-one